ergosta-7,22-dien CC(C)[C@@H](C)C=C[C@@H](C)[C@H]1CC[C@H]2C3=CCC4CCCC[C@]4(C)[C@H]3CC[C@]12C